5-methyl-1-(4-(2-(4-(pyridin-2-yl)phenyl)propan-2-yl)phenyl)-1H-pyrazole-3-carboxamide CC1=CC(=NN1C1=CC=C(C=C1)C(C)(C)C1=CC=C(C=C1)C1=NC=CC=C1)C(=O)N